3-(6-(4-(4-methylpiperazin-1-yl)piperidin-1-yl)pyridin-3-yl)-1H-1,2,4-triazole-3,5-diamine CN1CCN(CC1)C1CCN(CC1)C1=CC=C(C=N1)C1(NNC(=N1)N)N